N1CCC(CC1)CN1CCC(CC1)CC(=O)OC(C)(C)C tert-butyl 2-(1-(piperidin-4-ylmethyl)piperidin-4-yl)acetate